tertiary-butyl-ammonium fluoride [F-].C(C)(C)(C)[NH3+]